3-hydroxybenzamide OC=1C=C(C(=O)N)C=CC1